Phthalic acid, bis(7-methyloctyl) ester C(C=1C(C(=O)OCCCCCCC(C)C)=CC=CC1)(=O)OCCCCCCC(C)C